2,2-dimethylpiperazine-1-carboxylic acid tert-butyl ester C(C)(C)(C)OC(=O)N1C(CNCC1)(C)C